N-(4-(aminomethyl)-3-chlorophenyl)-2-(4-isopropylpiperidin-1-yl)pyrimidin-5-amine NCC1=C(C=C(C=C1)NC=1C=NC(=NC1)N1CCC(CC1)C(C)C)Cl